(S)-N-(7-(3-amino-3-methylbut-1-yn-1-yl)-5-methyl-4-oxo-2,3,4,5-tetrahydrobenzo[b][1,4]oxazepin-3-yl)-4-phenoxypicolinamide hydrochloride Cl.NC(C#CC1=CC2=C(OC[C@@H](C(N2C)=O)NC(C2=NC=CC(=C2)OC2=CC=CC=C2)=O)C=C1)(C)C